FC(CC[Si](OC)(OC)C)(F)F (3,3,3-trifluoropropyl)methyldimethoxysilane